(2S)-3-(3-bromo-5-fluorophenyl)-2-(9H-fluoren-9-yl-methoxycarbonyl-amino)propanoic acid BrC=1C=C(C=C(C1)F)C[C@@H](C(=O)O)N(C(=O)OC)C1C2=CC=CC=C2C=2C=CC=CC12